C(C1=CC=CC=C1)O[C@@H]([C@@H](C(=O)NC)NC(=O)[C@H]1CN(CC12CNC2)C(=O)[O-])C (R)-8-(((2S,3R)-3-(benzyloxy)-1-(methylamino)-1-oxobutan-2-yl)carbamoyl)-2,6-diazaspiro[3.4]octane-6-carboxylate